(4-hydroxy-biphenyl) aluminum [Al].OC1=CC=C(C=C1)C1=CC=CC=C1